1-(cyclobutylmethyl)-N-((1r,4r)-4-(4-cyclopropylpiperazin-1-yl)cyclohexyl)-3-methyl-1H-thieno[2,3-c]pyrazole-5-carboxamide C1(CCC1)CN1N=C(C2=C1SC(=C2)C(=O)NC2CCC(CC2)N2CCN(CC2)C2CC2)C